5-(6-(4,4-difluoropiperidin-1-yl)-5-fluoropyridin-3-yl)-1-methyl-1H-pyrazole-3-carboxylic acid FC1(CCN(CC1)C1=C(C=C(C=N1)C1=CC(=NN1C)C(=O)O)F)F